[Pr].S=O sulfur oxide praseodymium